C1(CC1)C1=CC=C(C=N1)C1=NN2C(N=CC=C2)=C1C(=O)N[C@@H]1C(NC2=C(C(=N1)C1=CC=CC=C1)C=CC=C2F)=O 2-(6-Cyclopropylpyridin-3-yl)-N-[(3S)-9-fluoro-2-oxo-5-phenyl-1,3-dihydro-1,4-benzodiazepin-3-yl]pyrazolo[1,5-a]pyrimidine-3-carboxamide